ClC1=NC=C(C(=C1)NC(C)C)C#CC=1N=C(SC1)CF 2-chloro-5-(2-(2-(fluoromethyl)thiazol-4-yl)ethynyl)-N-isopropyl-pyridin-4-amine